COC1=CC(=NC(=C1)C1=C(C=CC(=C1)C(C)C)C=1C(=C(C=C(C1)C)C12CC3(CC(CC(C1)(C3)C)(C2)C)C)O)C2=C(C=CC(=C2)C(C)C)C=2C(=C(C=C(C2)C)C23CC1(CC(CC(C2)(C1)C)(C3)C)C)O 2',2'''-(4-Methoxypyridine-2,6-diyl)bis(4'-isopropyl-5-methyl-3-((3r,5r,7r)-3,5,7-trimethyladamantan-1-yl)-[1,1'-biphenyl]-2-ol)